(2R,4S)-N-((R)-1-(((R)-2-amino-6,7-dihydro-5H-cyclopenta[b]pyridin-5-yl)amino)-3-fluoro-1-oxopropan-2-yl)-4-(4-fluorobenzyl)pyrrolidine-2-carboxamide NC1=CC=C2C(=N1)CC[C@H]2NC([C@H](CF)NC(=O)[C@@H]2NC[C@H](C2)CC2=CC=C(C=C2)F)=O